[5-(4-chlorophenyl)-1-(2,4-dinitrophenyl)-1H-pyrazol-3-yl]oxyacetate ClC1=CC=C(C=C1)C1=CC(=NN1C1=C(C=C(C=C1)[N+](=O)[O-])[N+](=O)[O-])OCC(=O)[O-]